O(C1=CC=CC=C1)CCOC(NS(=O)(=O)C=1SC(=CC1C1=CC(=C(C=C1)CN1C(=NC=C1)C)F)CC(C)C)=O (3-(3-fluoro-4-((2-methyl-1H-imidazol-1-yl)methyl)phenyl)-5-isobutylthiophene-2-yl)sulfonylcarbamic acid 2-phenoxyethyl ester